C(C)(=O)OC=1C(=NC=CC1OC)C(N[C@@H](C)C1=NC(=NO1)C1=CC=C(C=C1)C1=CC=CC=C1)=O (S)-2-((1-(3-([1,1'-biphenyl]-4-yl)-1,2,4-oxadiazol-5-yl)ethyl)carbamoyl)-4-methoxypyridin-3-yl acetate